Methyl (R)-2-hydroxy-3-(((S)-1-(4-(methylsulfonyl)phenyl)ethyl)amino)propanoate O[C@@H](C(=O)OC)CN[C@@H](C)C1=CC=C(C=C1)S(=O)(=O)C